FC(F)(F)OC(C(C(=O)[O-])CC1=CC=CC=C1)=O trifluoromethyl-2-benzylmalonate